ClC=1C=C(OC2CCC(CC2)N2CC=CC=C2N2CCC(CC2)CN2CCC(=CC2)C=2C(=C3CN(C(C3=CC2)=O)C2C(NC(CC2)=O)=O)F)C=CC1C#N N-((1r,4r)-4-(3-chloro-4-cyanophenoxy)cyclohexyl)-6-(4-((4-(2-(2,6-dioxopiperidine-3-yl)-4-fluoro-1-oxoisoindoline-5-yl)-3,6-dihydropyridin-1(2H)-yl)methyl)piperidin-1-yl)pyridine